6-[5-({[3-(cyclobutylmethoxy)-pyridin-2-yl]methyl}carbamoyl)-6-methoxypyridin-3-yl]-N-methyl-1H-indazole-3-carboxamide C1(CCC1)COC=1C(=NC=CC1)CNC(=O)C=1C=C(C=NC1OC)C1=CC=C2C(=NNC2=C1)C(=O)NC